3-(1-Acetyl-4-hydroxypiperidin-4-yl)-5-chloro-8-hydroxy-1,7-dimethyl-1,6-naphthyridin-2(1H)-one C(C)(=O)N1CCC(CC1)(O)C=1C(N(C2=C(C(=NC(=C2C1)Cl)C)O)C)=O